FC(C=1C=C(C=CC1)S(=O)[O-])(F)F.[Na+] sodium m-trifluoromethylbenzenesulfinate